TETRADECYL BUTANOATE C(CCC)(=O)OCCCCCCCCCCCCCC